2,4-dihydroxy-6-methyl-benzoic acid OC1=C(C(=O)O)C(=CC(=C1)O)C